C1=C(C=CC=2OC3=C(C21)C=CC=C3)CNC3=CN=C(N(C3=O)CC(=O)O)SC 2-(5-((dibenzo[b,d]furan-2-ylmethyl)amino)-2-(methylthio)-6-oxopyrimidin-1(6H)-yl)acetic acid